[(2S,5R)-5-methyl-2-(2-oxo-3,4-dihydro-1H-quinolin-6-yl)-1-piperidyl]-N-[6-methyl-5-(trifluoromethyl)-3-pyridyl]-2-oxo-acetamide C[C@@H]1CC[C@H](N(C1)C(C(=O)NC=1C=NC(=C(C1)C(F)(F)F)C)=O)C=1C=C2CCC(NC2=CC1)=O